1-(6-hydrazineylpyridin-3-yl)pyrrolidin-2-one N(N)C1=CC=C(C=N1)N1C(CCC1)=O